(2S)-2-amino-N-[[6-(4-tert-butyl-2-methyl-phenyl)-2-methyl-4-oxo-1H-pyridin-3-yl]methyl]propanamide N[C@H](C(=O)NCC1=C(NC(=CC1=O)C1=C(C=C(C=C1)C(C)(C)C)C)C)C